ClC=1C=C(OCC(=O)N2CC(C2)F)C=CC1C=1N(C2=NC=NC(=C2N1)OC1(CC1)C)CC1=NC=CC(=C1)C 2-(3-chloro-4-(6-(1-methylcyclopropoxy)-9-((4-methylpyridin-2-yl)methyl)-9H-purin-8-yl)phenoxy)-1-(3-fluoroazetidin-1-yl)ethan-1-one